(6S,8R)-N-(5-chloro-6-(2H-1,2,3-triazol-2-yl)pyridin-3-yl)-2-fluoro-8-methyl-8-(trifluoromethyl)-7,8-dihydro-6H-cyclopenta[e]pyrazolo[1,5-a]pyrimidine-6-carboxamide ClC=1C=C(C=NC1N1N=CC=N1)NC(=O)[C@H]1C[C@](C2=C1C=NC=1N2N=C(C1)F)(C(F)(F)F)C